N1=CC=C2N1C1=C(C=N2)C(CC1)C(=O)N 7,8-dihydro-6H-cyclopenta[e]pyrazolo[1,5-a]pyrimidine-6-carboxamide